3-methyl-5-oxo-4H-pyrazole-4-carboxylate CC1=NNC(C1C(=O)[O-])=O